BrC1=CC=C(C=C1)C(C(F)(F)F)(C)C 1-bromo-4-(1,1,1-trifluoro-2-methylpropan-2-yl)benzene